2-(1-methyl-1H-pyrazol-4-yl)-4-(piperazin-1-yl)-6-(4-(trifluoromethyl)phenyl)pyrimidine hydrochloride Cl.CN1N=CC(=C1)C1=NC(=CC(=N1)N1CCNCC1)C1=CC=C(C=C1)C(F)(F)F